N-(6-amino-3-(2-chloro-5-fluorophenyl)-3-hydroxy-7-methoxy-1-oxoisoindolin-4-yl)-3-fluoro-5-(trifluoromethyl)benzamide NC1=CC(=C2C(NC(C2=C1OC)=O)(O)C1=C(C=CC(=C1)F)Cl)NC(C1=CC(=CC(=C1)C(F)(F)F)F)=O